vinyl (2-ethoxyethyl) sulfide C(C)OCCSC=C